2-fluoro-2-(1,4-dioxaspiro[4.5]dec-8-ylidene)acetic acid ethyl ester C(C)OC(C(=C1CCC2(OCCO2)CC1)F)=O